2-bromo-5-(tert-butyl)-4-chlorobenzonitrile BrC1=C(C#N)C=C(C(=C1)Cl)C(C)(C)C